2-(benzotriazol-2-yl)-6-dodecyl-4-methyl-phenol N=1N(N=C2C1C=CC=C2)C2=C(C(=CC(=C2)C)CCCCCCCCCCCC)O